C1(=CC=CC=C1)S(=O)(=O)N1C=CC=2C1=NC=C1C2N(C(=N1)C1=C(C=CC=C1)O)C1CN(CC1)S(=O)(=O)CCC 6-(benzenesulfonyl)-1-(1-(propylsulfonyl)pyrrolidin-3-yl)-1,6-dihydroimidazo[4,5-d]pyrrolo[2,3-b]pyridin-2-ylphenol